dichlorotetrakis[2-(2-pyridyl)phenyl]iridium Cl[Ir](C1=C(C=CC=C1)C1=NC=CC=C1)(C1=C(C=CC=C1)C1=NC=CC=C1)(C1=C(C=CC=C1)C1=NC=CC=C1)(C1=C(C=CC=C1)C1=NC=CC=C1)Cl